(S)-4-(2,2-difluoro-7-((5-methoxy-7-methyl-1H-indol-4-yl)methyl)-7-azaspiro[3.5]nonan-6-yl)-N,N-dimethylbenzamide FC1(CC2(C1)C[C@H](N(CC2)CC2=C1C=CNC1=C(C=C2OC)C)C2=CC=C(C(=O)N(C)C)C=C2)F